6-[[1-(trifluoromethyl)cyclopropyl]carbamoyl]-2-azaspiro[3.3]heptane-2-carboxylic acid tert-butyl ester C(C)(C)(C)OC(=O)N1CC2(C1)CC(C2)C(NC2(CC2)C(F)(F)F)=O